1-(4-(5-(2,4-bis(trifluoromethyl)benzyl)-2-(2,6-diethylphenyl)-6,6-dimethyl-2,4,5,6-tetrahydropyrrolo[3,4-c]pyrazol-3-yl)-2,5-difluorophenyl)-3-(hydroxymethyl)urea FC(C1=C(CN2C(C3=NN(C(=C3C2)C2=CC(=C(C=C2F)NC(=O)NCO)F)C2=C(C=CC=C2CC)CC)(C)C)C=CC(=C1)C(F)(F)F)(F)F